4-{6-[(1-{[4-(Propan-2-yl)phenyl]carbamoyl}-D-prolyl)amino]pyridin-3-yl}benzoic acid CC(C)C1=CC=C(C=C1)NC(=O)N1[C@H](CCC1)C(=O)NC1=CC=C(C=N1)C1=CC=C(C(=O)O)C=C1